COC1=C(C(=O)NCC2=C(C=C(C=C2)C2=NN3C(NC4=C(CC3)C=CC=C4)=C2C(=O)N)C)C(=CC=C1)C 2-(4-((2-methoxy-6-methylbenzamido)methyl)-3-methylphenyl)-9,10-dihydro-4H-benzo[d]pyrazolo[1,5-a][1,3]diazepine-3-carboxamide